N-[2-(2-amino-3-fluoroanilino)-1-cyclooctyl-2-oxoethyl]-2-methylpyrazole-3-carboxamide NC1=C(NC(C(C2CCCCCCC2)NC(=O)C=2N(N=CC2)C)=O)C=CC=C1F